C1(CC1)N1C(=NC2=C(C=C(C=C2C1=O)F)[C@@H](C)NC1=C(C(=O)O)C=C(C=C1)F)[C@H]1COCCC1 2-(((R)-1-(3-cyclopropyl-6-fluoro-4-oxo-2-((S)-tetrahydro-2H-pyran-3-yl)-3,4-dihydroquinazolin-8-yl)ethyl)amino)-5-fluorobenzoic acid